O(O)O Ketoalcohol